CN1C[C@@H](CC1)[C@H](NC(=O)C=1C=C2C=CN=CC2=CC1)C1=CC=CC=C1 N-((S)-((R)-1-methylpyrrolidin-3-yl)(phenyl)methyl)isoquinoline-6-carboxamide